C1(CC1)NC1CCN(CC1)C1=CC=C(C=2N=CC=NC12)C(=O)NC=1C=C(C=2N(C1)C=C(N2)C)F 8-(4-(cyclopropylamino)piperidin-1-yl)-N-(8-fluoro-2-methylimidazo[1,2-a]pyridin-6-yl)quinoxaline-5-carboxamide